CN1CC(CCC1)NC(=O)C1=NC2=CC(=CC=C2C=N1)C1=CC(=CC=C1)NC(C=C)=O N-(1-methylpiperidin-3-yl)-7-[3-(prop-2-enamido)phenyl]quinazoline-2-carboxamide